2-(4-((4-(methylsulfonyl)piperidin-1-yl)methyl)phenyl)-5-nitro-1-(phenylsulfonyl)-1H-pyrrolo[2,3-b]pyridine-4-carbaldehyde CS(=O)(=O)C1CCN(CC1)CC1=CC=C(C=C1)C1=CC2=C(N=CC(=C2C=O)[N+](=O)[O-])N1S(=O)(=O)C1=CC=CC=C1